NC=1C=CC(=NC1N)C(=O)O 5,6-diamino-2-pyridinecarboxylic acid